2-(1H-pyrrolo[2,3-b]pyridin-4-yl)pyrimidin N1C=CC=2C1=NC=CC2C2=NC=CC=N2